2,4-di-tert-butyl-benzoic acid C(C)(C)(C)C1=C(C(=O)O)C=CC(=C1)C(C)(C)C